1-((1R,5S,6s)-3-(5-(3-cyano-6-(1-methyl-1H-pyrazol-4-yl)pyrazolo[1,5-a]pyridin-4-yl)pyridin-2-yl)-3-azabicyclo[3.1.0]hexane-6-yl)-3-(6-methoxypyridin-3-yl)urea C(#N)C=1C=NN2C1C(=CC(=C2)C=2C=NN(C2)C)C=2C=CC(=NC2)N2C[C@@H]1C([C@@H]1C2)NC(=O)NC=2C=NC(=CC2)OC